CN(C1CCC(CC1)N1C(NC2=C1C=C(C(=C2)C=2C=C(C=1N(C2)N=CN1)C)C)=O)C 1-((1R,4R)-4-(Dimethylamino)cyclohexyl)-6-methyl-5-(8-methyl-[1,2,4]triazolo[1,5-a]pyridin-6-yl)-1,3-dihydro-2H-benzo[d]imidazol-2-on